C1(CCCCC1)N1C(=CC=2C1=C1C(=NC2)NC=C1)C1=NC=C(C=C1)C 1-cyclohexyl-2-(5-methylpyridin-2-yl)-1,6-dihydrodipyrrolo[2,3-b:2',3'-d]Pyridine